methyl (1R,2R)-1-[2-[3-(tert-butoxycarbonylamino)propoxy]-5-methyl-phenyl]-2-(6-ethoxy-2-pyridyl)cyclopropanecarboxylate C(C)(C)(C)OC(=O)NCCCOC1=C(C=C(C=C1)C)[C@@]1([C@@H](C1)C1=NC(=CC=C1)OCC)C(=O)OC